8-(naphthalen-1-ylmethyl)-6-oxo-7-propoxy-2-propyl-9-(3-(trifluoromethyl)phenyl)-3,4-dihydro-2H,6H-pyrido[1,2-e][1,2,5]thiadiazine-4-carboxylic acid 1,1-dioxide C1(=CC=CC2=CC=CC=C12)CC=1C(=C2N(C(CN(S2(=O)=O)CCC)C(=O)O)C(C1OCCC)=O)C1=CC(=CC=C1)C(F)(F)F